ClC1=CC=C(C=C1)NC(=O)C1(CCC1)C=1N=C2CCCN(C2=CC1)C(=O)OCCOC 2-methoxyethyl 6-(1-((4-chlorophenyl)carbamoyl)cyclobutyl)-3,4-dihydro-1,5-naphthyridine-1(2H)-carboxylate